FC(C=1C(=C(C=CC1)C(C)NC1=NC2=CC(=C(C=C2C=C1)N1CCS(CC1)(=O)=O)OC)F)F 4-(((1-(3-(difluoromethyl)-2-fluorophenyl)ethyl)amino)-7-methoxyquinoline-6-yl)thiomorpholine-1,1-dioxide